2-(6-bromopyridin-2-yl)-3,3-dimethyl-1-carbonylisoindole-5-carbonitrile BrC1=CC=CC(=N1)N1C(C2=CC=C(C=C2C1(C)C)C#N)=C=O